7-bromo-4-((tetrahydro-2H-pyran-4-yl)methyl)phthalazin-1-ol BrC1=CC=C2C(=NN=C(C2=C1)O)CC1CCOCC1